8-methyl-2,3-dihydro-1H-pyrido[2,3-b][1,4]oxazin-7-amine dihydrochloride Cl.Cl.CC1=C(C=NC=2OCCNC21)N